Cyclopropyl-3-propyl-8-(6-{[(4-{[(pyrrolidine-1-carbonyl)amino]methyl}phenyl)methyl]amino}pyridin-3-yl)xanthine C1(CC1)N1C(=O)N(C=2N=C(NC2C1=O)C=1C=NC(=CC1)NCC1=CC=C(C=C1)CNC(=O)N1CCCC1)CCC